5-(3-{4-[3-(dimethylamino)propyl]-2-fluorophenoxy}propyl)-1,3-thiazole-4-carboxylic acid CN(CCCC1=CC(=C(OCCCC2=C(N=CS2)C(=O)O)C=C1)F)C